Fluorene-3-d C1=CC(=CC=2C3=CC=CC=C3CC12)[2H]